BrC=1C2=C(SC1C(F)(F)P(OCC)(OCC)=O)C=C(C=C2)C#N diethyl ((3-bromo-6-cyanobenzo[b]thiophen-2-yl)difluoromethyl)phosphonate